3α,7α,11β-trihydroxy-6α-ethyl-5β-cholan O[C@H]1C[C@H]2[C@H]([C@H]([C@H]3[C@@H]4CC[C@H]([C@@H](CCC)C)[C@]4(C[C@@H]([C@@H]3[C@]2(CC1)C)O)C)O)CC